3-(5-(((3S*,4R*)-1-ethyl-4-fluoropiperidin-3-yl)oxy)-1-oxoisoindolin-2-yl)piperidine-2,6-dione C(C)N1C[C@@H]([C@@H](CC1)F)OC=1C=C2CN(C(C2=CC1)=O)C1C(NC(CC1)=O)=O |o1:4,5|